BrC=1C=CC(=NC1)OC([2H])([2H])[2H] 5-bromo-2-(methoxy-d3)pyridine